ClC1=C(C=CC=C1)C1=CC(OC2=CC(=CC=C12)O[C@@H](C(=O)OC(C)C)C)=O isopropyl (2R)-2-[4-(2-chlorophenyl)-2-oxo-chromen-7-yl]oxypropanoate